ethyl 5-phenyl-4,5-dihydroisoxazole-3-carboxylate C1(=CC=CC=C1)C1CC(=NO1)C(=O)OCC